cis-octadeca-9-en-12-ynoic acid C(CCCCCCC\C=C/CC#CCCCCC)(=O)O